(CIS)-N-ethyl-7-oxo-1-({[(CIS)-4-phenylcyclohexyl]oxy}methyl)-9-oxa-2,6-diazaspiro[4.5]decane-2-carboxamide C(C)NC(=O)N1C(C2(CC1)NC(COC2)=O)CO[C@@H]2CC[C@@H](CC2)C2=CC=CC=C2